C(CCCCCCC)[Zn]CCCCCCCC.[P].[S] sulfur phosphorus dioctyl-zinc salt